2-((2S,3S,4S)-5-Chloro-6-fluoro-2-((((trans)-4-hydroxy-4-methylcyclohexyl)amino)methyl)-3-methyl-2-phenyl-2,3-dihydrobenzofuran-4-yl)-3-fluoro-4-(2-hydroxyethoxy)-N-methylbenzamide ClC=1C(=CC2=C([C@@H]([C@](O2)(C2=CC=CC=C2)CNC2CCC(CC2)(C)O)C)C1C1=C(C(=O)NC)C=CC(=C1F)OCCO)F